O1C(CCCC1)O[C@H]1[C@@H]([C@@H](O[C@@H]1COC1OCCCC1)N1C=C2CCCSC=3C2=C1N=CN3)O 2-[3,5-bis-O-(oxan-2-yl)-β-D-arabinofuranosyl]-2,7,8,9-tetrahydro-6-thia-2,3,5-triazabenzo[cd]azulene